2-(5,6-difluoro-1H-indol-3-yl)-N-isopropyl-N-methyl-2-oxoacetamide FC=1C=C2C(=CNC2=CC1F)C(C(=O)N(C)C(C)C)=O